(S,S)-N-(p-Toluenesulfonyl)-1,2-diphenylethanediamine CC1=CC=C(C=C1)S(=O)(=O)N[C@](CC1=CC=CC=C1)(N)C1=CC=CC=C1